5-((2,6-dichlorophenyl)ethynyl)-2,3-dihydro-1H-inden-1-one ClC1=C(C(=CC=C1)Cl)C#CC=1C=C2CCC(C2=CC1)=O